BrC=1C=CC=C2C(=CC(=NC12)NN1C(C(=C(C1=O)C)C)=O)Cl 1-[(8-bromo-4-chloro(2-quinolyl))amino]-3,4-dimethylazoline-2,5-dione